3-(1-cyclopropyl-1H-imidazol-4-yl)-N-methyl-4-((4-(trifluoromethyl)phenyl)amino)benzenesulfonamide C1(CC1)N1C=NC(=C1)C=1C=C(C=CC1NC1=CC=C(C=C1)C(F)(F)F)S(=O)(=O)NC